2-(6-{5-chloro-2-[(oxan-4-yl)amino]pyrimidin-4-yl}-1-oxo-2,3-dihydro-1H-isoindol-2-yl)-3-hydroxy-N-[(1R)-1-phenylethyl]propanamide ClC=1C(=NC(=NC1)NC1CCOCC1)C1=CC=C2CN(C(C2=C1)=O)C(C(=O)N[C@H](C)C1=CC=CC=C1)CO